C(C)(C)(C)OC(=O)NC1CN(CCC1(C)C)CCCC(=O)OCC ethyl 4-(3-{[(tert-butoxy)carbonyl]amino}-4,4-dimethylpiperidin-1-yl)butanoate